OC(C)C=1C=C2C(=C(C(NC2=CC1)=O)C#N)N1CCC(CC1)(C)OC 6-(1-hydroxyethyl)-4-(4-methoxy-4-methylpiperidin-1-yl)-2-oxo-1,2-dihydroquinoline-3-carbonitrile